1-(2-cyclopropyl-4-methyl-3-pyridinyl)-6-chloro-7-(2-fluoro-6-hydroxyphenyl)-4-((2S)-2-methyl-4-(2-propenoyl)-1-piperazinyl)pyrido[2,3-d]pyrimidin-2(1H)-one C1(CC1)C1=NC=CC(=C1N1C(N=C(C2=C1N=C(C(=C2)Cl)C2=C(C=CC=C2O)F)N2[C@H](CN(CC2)C(C=C)=O)C)=O)C